1-(4-((3-(((S)-3-(3,4-dihydroisoquinolin-2(1H)-yl)-2-hydroxypropyl)amino)-1-(tetrahydro-2H-pyran-2-yl)-1H-indazol-7-yl)amino)piperidin-1-yl)ethan-1-one C1N(CCC2=CC=CC=C12)C[C@H](CNC1=NN(C2=C(C=CC=C12)NC1CCN(CC1)C(C)=O)C1OCCCC1)O